5-Chloro-1-(2,6-dimethoxyphenyl-2-(6-ethoxypyridin-2-yl)-1H-imidazo[4,5-b]pyrazin-6-yl)methanesulfonamide ClC=1N=C2C(=NC1CS(=O)(=O)N)N(C(=N2)C2=NC(=CC=C2)OCC)C2=C(C=CC=C2OC)OC